CN1C(=NC(=C1CO)C1=CC=CC=C1)C1=CC=CC=C1 (1-Methyl-2,4-diphenyl-1H-imidazol-5-yl)methanol